NC=1N=C(SC1C(=O)C=1C=NC(=CC1)N1CCC(CC1)C)N(C1=CC=C(C=C1)F)C(C(=O)N)C (N-[4-amino-5-[6-(4-methyl-1-piperidyl)pyridine-3-carbonyl]thiazol-2-yl]-4-fluoro-anilino)propanamide